(S)-1-(2-amino-4-(trifluoromethyl)phenyl)piperidin-3-ol NC1=C(C=CC(=C1)C(F)(F)F)N1C[C@H](CCC1)O